chloro-2-(3,5-difluorophenyl)phthalazin-1(2H)-one ClC1=NN(C(C2=CC=CC=C12)=O)C1=CC(=CC(=C1)F)F